The molecule is a non-proteinogenic alpha-amino acid. It derives from a 2-butenoic acid. It is a conjugate acid of a 2-aminobut-2-enoate. It is a tautomer of a 2-aminobut-2-enoic acid zwitterion, a 2-iminobutanoic acid and a 2-iminobutanoic acid zwitterion. C/C=C(/C(=O)O)\\N